(4-bromo-1-methyl-pyrazol-3-yl)methanol BrC=1C(=NN(C1)C)CO